CC1=C(N(C2=CC=CC(=C12)O)CC1=CC=C(C=C1)OCCN1CCCCC1)C1=CC=C(C=C1)O 3-Methyl-4-hydroxy-2-(4-hydroxyphenyl)-1-[4-(piperidinoethoxy)phenylmethyl]indole